ClC1=C(C=C(C=2C(=C3N(C12)CCN(C3)C(CN3C(OCC3)=O)=O)C=3C=NNC3)NC(C(F)F)=O)Cl N-[6,7-Dichloro-2-[2-(2-oxooxazolidin-3-yl)acetyl]-10-(1H-pyrazol-4-yl)-3,4-dihydro-1H-pyrazino[1,2-a]indol-9-yl]-2,2-difluoro-acetamide